COC(=O)C1C(N(N=C(C1)C1=CC=C(C=C1)Cl)C1=CC(=NN1)C)=O 6-(4-chlorophenyl)-2-(3-methyl-1H-pyrazol-5-yl)-3-oxo-2,3,4,5-tetrahydropyridazine-4-carboxylic acid methyl ester